FC(CNC(=O)C=1C=NN2C1C=C(C=C2)C2=CNC=1N=C(N=CC12)N[C@@H]1CC[C@@H](CC1)OC(F)(F)F)F N-(2,2-difluoroethyl)-5-(2-((cis-4-(trifluoromethoxy)cyclohexyl)amino)-7H-pyrrolo[2,3-d]pyrimidin-5-yl)pyrazolo[1,5-a]pyridine-3-carboxamide